1-(5-((3,4-dimethylpiperazin-1-yl)methyl)pyrimidin-2-yl)piperidine CC1CN(CCN1C)CC=1C=NC(=NC1)N1CCCCC1